(R)-N-[(1E)-(2-bromopyridin-4-yl)methylene]-2-methylpropane-2-sulfinamide BrC1=NC=CC(=C1)\C=N\[S@](=O)C(C)(C)C